2-methyl-2,3-dihydro-4H-pyran-4-one CC1OC=CC(C1)=O